2,2'-(ethylendioxy)diethanthiol C(OCCS)COCCS